6-[(2-methoxyethoxy)methyl]-1H-indole-2-carboxylic acid ethyl ester C(C)OC(=O)C=1NC2=CC(=CC=C2C1)COCCOC